OC(C(=O)O)CCCCCC hydroxy-octanoic acid